methyl 6-chloro-1,3-dimethyl-2-oxo-2,3-dihydro-1H-benzo[d]imidazole-5-carboxylate ClC=1C(=CC2=C(N(C(N2C)=O)C)C1)C(=O)OC